2-fluoro-N-((2R)-3-methyl-1-oxo-1-(10-oxo-7-(pyridin-3-yl)-3,9-diazaspiro[5.5]undecan-3-yl)butan-2-yl)-5-(trifluoromethyl)benzamide FC1=C(C(=O)N[C@@H](C(N2CCC3(CC2)C(CNC(C3)=O)C=3C=NC=CC3)=O)C(C)C)C=C(C=C1)C(F)(F)F